C(C(C)C)N1CCC(CC1)N1CCC(CC1)C=1C=C(C2=C(NC(=N2)C=2C(=NOC2C)C)C1)C 4-(6-(1'-Isobutyl-[1,4'-bipiperidin]-4-yl)-4-methyl-1H-benzo[d]imidazol-2-yl)-3,5-dimethylisoxazol